(2R,3R,4S,5R)-4-[[3-[4-(Difluoromethyl)-3-fluoro-2-methoxy-phenyl]-4,5-dimethyl-5-(trifluoromethyl)-tetrahydrofuran-2-carbonyl]amino]pyridin-2-carboxamid FC(C1=C(C(=C(C=C1)[C@@H]1[C@@H](O[C@]([C@H]1C)(C(F)(F)F)C)C(=O)NC1=CC(=NC=C1)C(=O)N)OC)F)F